CC1C(C(CC(=C1)C)C)C=O 2,4,6-trimethylcyclohex-3-ene-1-formaldehyde